NC1=C(C2=CC(=C3C=CC=NC3=C2NC1=O)C1CN(C1)C(=O)OC(C)(C)C)C1=C2C=NNC2=C(C=C1)F tert-butyl 3-[8-amino-7-(7-fluoro-1H-indazol-4-yl)-9-oxo-10H-1,10-phenanthrolin-5-yl]azetidine-1-carboxylate